N,N-dimethyl-4-isopropyl-Aniline CN(C1=CC=C(C=C1)C(C)C)C